C(C)(C)(C)OC(=O)N1C[C@H]([C@@H](CC1)CNC1=NC=CC(=N1)C1=NC=2N(C=C1)N=C(C2)C2CC2)O trans-4-[4-[(3-cyclopropyl)pyrazolo[1,5-a]pyrimidin-5-yl]pyrimidin-2-yl]aminomethyl-3-hydroxypiperidine-1-carboxylic acid tert-butyl ester